(3S,4r,5R)-1-((4,4-dichlorocyclohexyl)methyl)piperidine-3,4,5-triol ClC1(CCC(CC1)CN1C[C@@H](C([C@@H](C1)O)O)O)Cl